4-methyl-4-(t-amylperoxy)-2-pentanone CC(CC(C)=O)(C)OOC(C)(C)CC